4-chlorobenzyl (4-((5-methylpicolinamido)meth-yl)phenyl)carbamate CC=1C=CC(=NC1)C(=O)NCC1=CC=C(C=C1)NC(OCC1=CC=C(C=C1)Cl)=O